3-{4-amino-5-[(3,3-difluoroazetidin-1-yl)methyl]pyrrolo[2,1-f][1,2,4]triazin-7-yl}-N-[(3R,4S)-4-fluoro-1-(3,3,3-trifluoro-2,2-dimethylpropanoyl)pyrrolidin-3-yl]benzamide NC1=NC=NN2C1=C(C=C2C=2C=C(C(=O)N[C@@H]1CN(C[C@@H]1F)C(C(C(F)(F)F)(C)C)=O)C=CC2)CN2CC(C2)(F)F